OCCOCCOCCNC(OC(C)(C)C)=O tert-butyl (2-(2-(2-hydroxy ethoxy)ethoxy)ethyl)carbamate